S([O-])(O)=O.[Cs+] cesium bisulphite